C(C)(=O)OCC(=O)C1=C(C=C(C=C1)F)F 2-acetoxy-2',4'-difluoroacetophenone